sulfinylbis[methane] S(=O)(C)C